N-(4-methyl-1-tetrahydropyran-2-yl-pyrazolo[4,3-c]pyridin-7-yl)-2-oxo-2-[(2R,5S)-5-methyl-2-[2-(1-methyl-4-piperidyl)-1,3-benzothiazol-5-yl]-1-piperidyl]acetamide CC1=NC=C(C2=C1C=NN2C2OCCCC2)NC(C(N2[C@H](CC[C@@H](C2)C)C=2C=CC1=C(N=C(S1)C1CCN(CC1)C)C2)=O)=O